ClC1=CC=C2C(=N1)NC=C2S(=O)(=O)NC2=C(C=C(C=C2)Cl)F 6-chloro-N-(4-chloro-2-fluorophenyl)-1H-pyrrolo[2,3-b]pyridine-3-sulfonamide